2,6-Difluoro-3-(1-methyl-6-(4-(methylsulfonyl)piperazin-1-yl)-1H-pyrazolo[4,3-c]pyridin-3-yl)-5-(trifluoromethyl)phenol FC1=C(C(=C(C=C1C1=NN(C2=C1C=NC(=C2)N2CCN(CC2)S(=O)(=O)C)C)C(F)(F)F)F)O